C(C1=CC=CC=C1)NC1=C(C=CC=C1C=1N=CN(C1)C)S(=O)(=O)NC (benzylamino)-N-methyl-3-(1-methylimidazol-4-yl)benzenesulfonamide